ClC=1C=C(C(=NC1)N1C([C@@H](N(C(C1)=O)CC1=CC=C(C=C1)C(F)(F)F)[C@@H](C)O)=O)F (S)-1-(5-chloro-3-fluoro-pyridin-2-yl)-3-((R)-1-hydroxyethyl)-4-(4-(trifluoromethyl)benzyl)-piperazine-2,5-dione